O=C1N(CC2=C(C=CC=C12)OCCOCCOCCN1C(C=C(C=C1)[C@@H]1CNC2(CC2)C1)=O)C1C(NC(CC1)=O)=O 3-(1-oxo-4-(2-(2-(2-(2-oxo-4-((R)-4-azaspiro[2.4]heptan-6-yl)pyridin-1(2H)-yl)ethoxy)ethoxy)ethoxy)isoindolin-2-yl)piperidine-2,6-dione